2-[-]-[2'-hydroxy-5'-methylphenyl]benzotriazole OC1=C(C=C(C=C1)C)N1N=C2C(=N1)C=CC=C2